C(C)(C)N1[SiH](N([SiH]1C)[Si](C)(C)C)C 1-isopropyl-3-trimethylsilyl-2,4-dimethylcyclodisilazane